(3-(4-((2-(4-isopropylpiperidin-1-yl)pyrimidin-5-yl)amino)phenyl)propyl)-5-oxopyrrolidine-3-carboxamide C(C)(C)C1CCN(CC1)C1=NC=C(C=N1)NC1=CC=C(C=C1)CCCN1CC(CC1=O)C(=O)N